C(#N)C12CC(C1)(C2)NC(C2=C(C=C(C=C2)C(F)(F)F)NS(=O)(=O)C2=CC1=CC=CC=C1C=C2)=O N-(3-cyanobicyclo[1.1.1]pentan-1-yl)-2-(naphthalene-2-sulfonylamino)-4-(trifluoromethyl)benzamide